C(=O)O.C1(CC1)C=1C=C(C=2N(C1)C=CN2)C#N 6-cyclopropylimidazo[1,2-a]pyridine-8-carbonitrile formate salt